FC(CN1CCC(CC1)NC(C1=CC(=CC=C1)CN1C(C2=CC=C(C=C2C=C1)C1=CC=NN1C)=O)=O)F N-(1-(2,2-Difluoroethyl)piperidin-4-yl)-3-((6-(1-methyl-1H-pyrazol-5-yl)-1-oxoisoquinolin-2(1H)-yl)methyl)benzamide